(R)-2-Amino-1-(3-((6-(2-hydroxy-4-(trifluoromethyl)phenyl)-5-methylpyridazin-3-yl)amino)piperidin-1-yl)ethan-1-one NCC(=O)N1C[C@@H](CCC1)NC=1N=NC(=C(C1)C)C1=C(C=C(C=C1)C(F)(F)F)O